2,21-dioxa-4,7,10,13,16,19-hexaazatricosan-23-oic acid COCNCCNCCNCCNCCNCCNCOCC(=O)O